4-[(2R)-3-(3,4-dihydro-1H-isoquinolin-2-yl)-2-hydroxy-propyl]-6-fluoro-8-[(1-methyl-4-piperidyl)oxy]-2,3-dihydro-1,4-benzoxazepine-5-one C1N(CCC2=CC=CC=C12)C[C@H](CN1CCOC2=C(C1=O)C(=CC(=C2)OC2CCN(CC2)C)F)O